3-({1-[(4-fluorophenyl)methyl]-1,2,3-triazacyclopent-4-yl}methyl)-8-hydroxy-1,2,3,4-tetrahydroquinazoline-2,4-dione FC1=CC=C(C=C1)CN1NNC(C1)CN1C(NC2=C(C=CC=C2C1=O)O)=O